6-Amino-7-(3-chloro-5-methoxy-2,6-dimethylphenyl)-2-methyl-7H-pyrrolo[2,3-d]pyrimidine-5-carbonitrile NC1=C(C2=C(N=C(N=C2)C)N1C1=C(C(=CC(=C1C)OC)Cl)C)C#N